C1(=CC=CC2=CC=CC=C12)C1=CC=C(C=C1)NC1=CC=2C=CC3=CC=CC=C3C2C=C1 N-(4-(naphthalen-1-yl)phenyl)-phenanthren-2-amine